C(CC(C)C)(=O)OC1=CC(=C(C=C1)N)Cl 4-amino-3-chlorophenyl isovalerate